C1(CC1)C1=C(C(=NO1)C1=C(C=CC=C1Cl)Cl)C=C1CC2(C1)CCN(CC2)C2=CC=C1C(=CN(C1=C2)CCOC)C(=O)O 6-(2-((5-cyclopropyl-3-(2,6-dichlorophenyl)isoxazol-4-yl)methylene)-7-azaspiro[3.5]non-7-yl)-1-(2-methoxyethyl)-1H-indole-3-carboxylic acid